CC1=CC=NN1 5-methylpyrazol